FC=1C=C(C=CC1C)C12CCN(CC2C1)C(=O)C1CC2(C1)NC(OC2)=O (rac)-(2s,4s)-2-(6-(3-Fluoro-4-methylphenyl)-3-azabicyclo[4.1.0]heptan-3-carbonyl)-7-oxa-5-azaspiro[3.4]octan-6-on